(ethoxymethoxy)-4-(4-(((cis)-3-hydroxy-3-methylcyclobutyl)amino)phthalazin-1-yl)benzaldehyde C(C)OCOC1=C(C=O)C=CC(=C1)C1=NN=C(C2=CC=CC=C12)NC1CC(C1)(C)O